methyl (Z)-2-[2-bromo-5-(3-cyclopropylpyrazol-1-yl)phenoxy]-3-methoxy-prop-2-enoate BrC1=C(O\C(\C(=O)OC)=C/OC)C=C(C=C1)N1N=C(C=C1)C1CC1